D-(+)-arabitol C([C@H](C([C@@H](CO)O)O)O)O